N-(4-(acetamido)phenyl)-2-bromoacetamide C(C)(=O)NC1=CC=C(C=C1)NC(CBr)=O